Tert-Butyl (2S,3S)-1-(7,8-Dichloro-4-(1H-Imidazol-1-Yl) Quinolin-2-Yl)-3-Hydroxypyrrolidine-2-Carboxylate ClC1=CC=C2C(=CC(=NC2=C1Cl)N1[C@@H]([C@H](CC1)O)C(=O)OC(C)(C)C)N1C=NC=C1